N[C@H](C(=O)OCC1=CC=CC=C1)CCC1=NC2=C(N1C1=CC=CC=C1)C=CC(=C2)[N+](=O)[O-] Benzyl (2S)-2-amino-4-(5-nitro-1-phenyl-benzimidazol-2-yl)butanoate